C(C=C)(=O)N1CC(C1)C=1C=C2C=CN(C(C2=CC1)=O)C1=C2C=NNC2=CC=C1C 6-(1-acryloylazetidin-3-yl)-2-(5-methyl-1H-indazol-4-yl)isoquinolin-1(2H)-one